C(=O)(O)C1=CC=C(OP2=NP=NP=N2)C=C1 6-(4-carboxyphenoxy)-cyclotriphosphazene